Bis(2-hydroxy-1-propyl)amin OC(CNCC(C)O)C